7-morpholino-5-[(2E)-2-(m-tolylmethylene)hydrazino]-N-(3-pyridyl)thiazolo[5,4-d]pyrimidine-2-carboxamide O1CCN(CC1)C=1C2=C(N=C(N1)N/N=C/C=1C=C(C=CC1)C)SC(=N2)C(=O)NC=2C=NC=CC2